CN(C/C=C/C(=O)N[C@@H]1C[C@H](C1)COC1=C2C=NNC2=CC(=C1)C1=CC=C(C=C1)O)C trans-(E)-4-(dimethylamino)-N-[3-[[6-(4-hydroxyphenyl)-1H-indazol-4-yl]oxymethyl]cyclobutyl]but-2-enamide